(2R)-2-(6-{5-chloro-2-[(oxacyclohex-4-yl)amino]pyrimidin-4-yl}-4-fluoro-1-oxo-2,3-dihydro-1H-isoindol-2-yl)-N-[(1S)-2-hydroxy-1-(3-methylphenyl)ethyl]propionamide ClC=1C(=NC(=NC1)NC1CCOCC1)C1=CC(=C2CN(C(C2=C1)=O)[C@@H](C(=O)N[C@H](CO)C1=CC(=CC=C1)C)C)F